C(#C)C1=C(C2=C(NC(=N2)C)C=C1F)F 5-ethynyl-4,6-difluoro-2-methyl-1H-1,3-benzodiazole